S1CCSCCC1 1,4-dithiacycloheptane